C(#N)C1(CC1)NS(=O)(=O)C=1C=C(C=2N(C1)C(=NC2)C=2SC(=NN2)C(F)F)N(C2CCOCC2)C N-(1-cyanocyclopropyl)-3-(5-(difluoromethyl)-1,3,4-thiadiazol-2-yl)-8-(methyl(tetrahydro-2H-pyran-4-yl)amino)imidazo[1,5-a]pyridine-6-sulfonamide